C(C)OC(=O)C1CCC(CC1)N(CC1=CC=CC=C1)CC1=CC=CC=C1 (1r,4r)-4-(dibenzylamino)cyclohexane-1-carboxylic acid ethyl ester